NC1=C(C(=CC=C1)Cl)N(C(OC(C)(C)C)=O)C Tert-butyl (2-amino-6-chlorophenyl)(methyl)carbamate